1-(4-fluorophenyl)-3-(3-oxo-4-(pyridin-3-ylmethyl)-3,4-dihydro-2H-benzo[b][1,4]thiazin-6-yl)urea FC1=CC=C(C=C1)NC(=O)NC1=CC2=C(SCC(N2CC=2C=NC=CC2)=O)C=C1